CN1CCN(CC1)CCC=1OC=2C(C1)=C(C=CC2)C(=O)N (2-(4-methylpiperazin-1-yl)ethyl)benzofuran-4-carboxamide